C12(CC(C1)C2)NC/C=C/C(=O)O (E)-4-(bicyclo[1.1.1]pentan-1-ylamino)but-2-enoic acid